(1R,3S)-3-(3-{[(3ξ)-2,3-dihydro-1-benzofuran-3-ylacetyl]amino}-1H-pyrazol-5-yl)cyclopentyl[(3ξ)-3-methyltetrahydrofuran-3-yl]carbamate O1CC(C2=C1C=CC=C2)CC(=O)NC2=NNC(=C2)[C@@H]2C[C@@H](CC2)N(C([O-])=O)C2(COCC2)C